3-(1-benzyl-5-(3,5-dimethylisoxazol-4-yl)-1H-pyrrolo[2,3-b]pyridin-3-yl)-N-cyclopropylbenzenesulfonamide C(C1=CC=CC=C1)N1C=C(C=2C1=NC=C(C2)C=2C(=NOC2C)C)C=2C=C(C=CC2)S(=O)(=O)NC2CC2